C(C)N1C(S\C(\C1=O)=C/C=1C=NN(C1)C1=CC2=CC=CC=C2C=C1)=S (5Z)-3-ethyl-5-[[1-(2-naphthyl)pyrazol-4-yl]methylene]-2-thioxo-thiazolidin-4-one